iron-silicon-boron [B].[Si].[Fe]